CN1C2=C(OCC1)C(=NC(=N2)N)N2C[C@@H](CC2)NC 8-methyl-4-((R)-3-(methylamino)pyrrolidin-1-yl)-7,8-dihydro-6H-pyrimido[5,4-b][1,4]oxazin-2-amine